CCCCCCCCCCCCCCCCCCC(=O)O[C@H](COC(=O)CCCCCCCCCCC)COP(=O)(O)OC[C@H](CO)O 1-dodecanoyl-2-nonadecanoyl-glycero-3-phospho-(1'-sn-glycerol)